C(C)(C)(C)OC(NC1CC2(CN(C2)C2=C(C=C(C=C2)[N+](=O)[O-])Cl)C1)=O tert-butyl(2-(2-chloro-4-nitrophenyl)-2-azaspiro[3.3]heptan-6-yl)carbamate